3-(ethoxymethyl)-10-ethyl-3-hydroxy-13-methyl-N-phenylhexadecahydro-1H-cyclopenta[a]phenanthrene-17-carboxamide C(C)OCC1(CCC2(C3CCC4(C(CCC4C3CCC2C1)C(=O)NC1=CC=CC=C1)C)CC)O